(S)-7-(4,4-difluorocyclohexyl)-8-((3-hydroxy-2-(pyrimidin-2-yloxy)propyl)thio)-6-(trifluoromethyl)quinazoline-2,4(1H,3H)-dione FC1(CCC(CC1)C1=C(C=C2C(NC(NC2=C1SC[C@H](CO)OC1=NC=CC=N1)=O)=O)C(F)(F)F)F